potassium 2-methyl-6-((2-methylthiazol-5-yl)methoxy)indolizine-3-carboxylate CC=1C=C2C=CC(=CN2C1C(=O)[O-])OCC1=CN=C(S1)C.[K+]